ClC=1C=CC(=NC1)[C@H](C1(CCN(CC1)C(=O)OC(C)(C)C)O)C1CCOCC1 tert-butyl 4-[(R)-(5-chloro-2-pyridyl)-tetrahydropyran-4-yl-methyl]-4-hydroxy-piperidine-1-carboxylate